FC(S(=O)(=O)NC1=C(C=C(C=C1)C1=NNC(=C1C(=O)N)NC1=NC=C(N=C1)C)OC1(CC1)C1=CC=C(C=C1)F)F 3-(4-((difluoromethyl)sulfonamido)-3-(1-(4-fluorophenyl)cyclopropoxy)phenyl)-5-((5-methylpyrazin-2-yl)amino)-1H-pyrazole-4-carboxamide